3-tert-butoxy-6-methoxy-2',4',6'-triisopropyl-1,1'-biphenyl C(C)(C)(C)OC=1C=C(C(=CC1)OC)C1=C(C=C(C=C1C(C)C)C(C)C)C(C)C